O=C1CC2(CC1)CNCC2 2-oxo-7-azaspiro[4.4]nonane